OCCNS(=O)(=O)C1=CC=C(C=C1)C=1N=NN(N1)CC=1C=NC=CC1 N-(2-hydroxyethyl)-4-(2-(pyridin-3-ylmethyl)-2H-tetrazol-5-yl)benzenesulfonamide